tert-butyl 8-methoxy-4-(8-methyl-2-methylsulfanyl-7-oxo-pyrido[2,3-d]pyrimidin-6-yl)-2,3-dihydroquinoxaline-1-carboxylate COC=1C=CC=C2N(CCN(C12)C(=O)OC(C)(C)C)C1=CC2=C(N=C(N=C2)SC)N(C1=O)C